tetra-t-butyl-bisphenol a C(C)(C)(C)C1=C(C(=C(C(=C1O)C(C)(C)C)C(C)(C)C)C(C)(C)C1=CC=C(C=C1)O)C(C)(C)C